Cl.FC1(CC2(C1)C[C@@H](NCC2)C=2C=CC(=NC2)C(=O)OC)F |r| (±)-methyl 5-(2,2-difluoro-7-azaspiro[3.5]nonan-6-yl)picolinate hydrochloride